C(=O)N(CCCCCCN(C1CC(NC(C1)(C)C)(C)C)C=O)C1CC(NC(C1)(C)C)(C)C N,N'-bis-formyl-N,N'-bis(2,2,6,6-tetra-methyl-4-piperidyl)hexamethylenediamine